2-(((3R,4R)-3-fluoropiperidin-4-yl)amino)-4-((3-hydroxy-3-methyltetrahydro-2H-pyran-4-yl)oxy)pyrimidine-5-carbonitrile trifluoroacetate FC(C(=O)O)(F)F.F[C@@H]1CNCC[C@H]1NC1=NC=C(C(=N1)OC1C(COCC1)(C)O)C#N